1-(2-hydroxypropyl)-imidazoline OC(CN1C=NCC1)C